tert-Butyl (2-((tert-butyldimethylsilyl)oxy)ethyl)(2-(methylamino)ethyl)carbamate [Si](C)(C)(C(C)(C)C)OCCN(C(OC(C)(C)C)=O)CCNC